(aminoallyl)uracil NC=CCC=1C(NC(NC1)=O)=O